(3R,4S)-4-cyclopropyl-4-(2-(5-cyclopropyl-4-fluoro-3,3-dimethyl-2-oxoindol-1-yl)acetamido)-3-methylbutanoic acid C1(CC1)[C@H]([C@@H](CC(=O)O)C)NC(CN1C(C(C2=C(C(=CC=C12)C1CC1)F)(C)C)=O)=O